Cl.FC1(CC(C1)C(=O)NC1=NC=C(C=C1)N1CCNCC1)F 3,3-difluoro-N-(5-(piperazin-1-yl)pyridin-2-yl)cyclobutane-1-carboxamide hydrochloride